CS(=O)(=O)O.C(C)(C)(C)OC(=O)N1C[C@@H]2[C@H](C1)CC(C2)NC (3aR,5s,6aS)-5-(methylamino)hexahydrocyclopenta[c]pyrrole-2(1H)-formic acid tert-butyl ester methanesulfonate